2-iso-propylamino-2,4,4,6,6,8,8-heptamethylcyclotetrasiloxane C(C)(C)N[Si]1(O[Si](O[Si](O[Si](O1)(C)C)(C)C)(C)C)C